C(#N)[C@@H](C[C@H]1C(NCCC1)=O)NC(=O)[C@@H]1N(C[C@@H]2[C@H]1CC(C2)(F)F)C(=O)C=2NC1=C(C(=CC(=C1C2)F)F)Cl (1R,3aS,6aR)-N-((R)-1-cyano-2-((S)-2-oxopiperidin-3-yl)ethyl)-2-(4,6-difluoro-7-chloro-1H-indole-2-carbonyl)-5,5-difluorooctahydrocyclopenta[c]pyrrole-1-carboxamide